ethyl 3-(2-(4-((tert-butoxycarbonyl)amino)piperidin-1-yl)ethoxy)propanoate C(C)(C)(C)OC(=O)NC1CCN(CC1)CCOCCC(=O)OCC